NC1=NC=NC=2C3=C(CC(C12)(C)C)C(=C(C=C3)O[C@@H]3CC[C@@H](CC3)N3CCOCC3)NC[C@@H]3CNC(O3)=O (5R)-5-[[[4-amino-5,5-dimethyl-8-(cis-4-morpholinocyclohexyloxy)-6H-benzo[H]quinazolin-7-yl]amino]methyl]oxazolidin-2-one